(4S,5R)-3-((R)-2-((5Z,8Z,11Z,14Z,17Z)-eicosa-5,8,11,14,17-pentaenylthio)butyryl)-4-methyl-5-phenylOxazolidin-2-one C(CCC\C=C/C\C=C/C\C=C/C\C=C/C\C=C/CC)S[C@@H](C(=O)N1C(O[C@@H]([C@@H]1C)C1=CC=CC=C1)=O)CC